BrC1=CC=C2C(=N1)N(C=C2)CC2=C(C=C(C=C2)Cl)F 6-bromo-1-(4-chloro-2-fluorobenzyl)-1h-pyrrolo[2,3-b]Pyridine